ClC1=NC=C(C(=N1)NCC1=C(C=CC=C1)CC)C(=O)N 2-chloro-4-((2-ethylbenzyl)amino)pyrimidin-5-carboxamide